FC1=C(C=CC=C1)C=1C=CC2=C(N(N=N2)C2=CC(=C(C(=C2)OC)OC)OC)C1 6-(2-fluorophenyl)-1-(3,4,5-trimethoxyphenyl)-1H-benzo[d][1,2,3]triazole